4-methylcaproic acid CC(CCC(=O)O)CC